rubidium nitrate salt [N+](=O)([O-])[O-].[Rb+]